tert-butyl (5-(aminomethyl) thiazol-2-yl)carbamate NCC1=CN=C(S1)NC(OC(C)(C)C)=O